(2R,3R,4R,5S)-3,4,5-tris(benzyloxy)-2-methyl-1-(2-(thiophen-3-yl)ethyl)piperidine C(C1=CC=CC=C1)O[C@@H]1[C@H](N(C[C@@H]([C@H]1OCC1=CC=CC=C1)OCC1=CC=CC=C1)CCC1=CSC=C1)C